1-(±)-Allyl 2-[4-[3-[(4-chloro-5-methoxy-1-methyl-indole-2-carbonyl)amino]oxetan-3-yl] phenyl]-2-(4-hydroxycyclohexyl)acetate ClC1=C2C=C(N(C2=CC=C1OC)C)C(=O)NC1(COC1)C1=CC=C(C=C1)[C@H](C(=O)OCC=C)C1CCC(CC1)O |r|